Isopropyl ((S)-(((2R,3S,4R,5R)-3,4-dihydroxy-5-(4-(hydroxyamino)-7H-pyrrolo[2,3-d]pyrimidin-7-yl)tetrahydrofuran-2-yl)methoxy)(phenoxy)phosphoryl)-L-alaninate O[C@@H]1[C@H](O[C@H]([C@@H]1O)N1C=CC2=C1N=CN=C2NO)CO[P@](=O)(OC2=CC=CC=C2)N[C@@H](C)C(=O)OC(C)C